BrC=1C(=NC(=NC1)C(=O)N(C)C)C 5-bromo-N,N,4-trimethyl-pyrimidine-2-carboxamide